1-(4-bromobenzyl)-3-(1,3-dithian-2-yl)-4-oxo-4H-pyrido[1,2-a]pyrimidinium BrC1=CC=C(C[N+]2=C3N(C(C(=C2)C2SCCCS2)=O)C=CC=C3)C=C1